fluoro-2-((3-fluoro-2-formyl-4-(trifluoromethoxy)phenyl)amino)-4-(trifluoromethyl)-benzoic acid methyl ester COC(C1=C(C(=C(C=C1)C(F)(F)F)F)NC1=C(C(=C(C=C1)OC(F)(F)F)F)C=O)=O